5-{6-[2-(7-Chloro-5-fluoro-2,4-dimethyl-indol-1-yl)-ethylamino]-pyrimidin-4-yl}-3-ethoxy-thiophene-2-carboxylic acid ClC=1C=C(C(=C2C=C(N(C12)CCNC1=CC(=NC=N1)C1=CC(=C(S1)C(=O)O)OCC)C)C)F